2-(6-((2S,5R)-4-(1-(3,3-dimethyl-2,3-dihydro-[1,4]dioxino[2,3-b]pyridin-6-yl)ethyl)-5-ethyl-2-methylpiperazin-1-yl)-3,9-dimethyl-2-oxo-3,9-dihydro-2H-purin-8-yl)acetonitrile CC1(COC=2C(=NC(=CC2)C(C)N2C[C@@H](N(C[C@H]2CC)C=2C=3N=C(N(C3N(C(N2)=O)C)C)CC#N)C)O1)C